C(C)O[Si](CC[Si](O[Si](C)(C)CC[Si](OCC)(OCC)OCC)(C)C)(OCC)OCC 1,3-bis{2-(triethoxysilyl)ethyl}-1,1,3,3-tetramethyldisiloxane